C[C@@H]1N(CCNC1)CC(F)(F)F (S)-2-methyl-1-(2,2,2-trifluoroethyl)piperazine